(1S,3R,4S)-3-(benzylamino)-4-(((S)-tert-butylsulfinyl)amino)-N,N-dimethylcyclohexane-1-carboxamide C(C1=CC=CC=C1)N[C@@H]1C[C@H](CC[C@@H]1N[S@@](=O)C(C)(C)C)C(=O)N(C)C